di-n-propoxydichlorosilane C(CC)O[Si](Cl)(Cl)OCCC